C1(=CC=CC=C1)N(C1=C(C=CC=C1)CC)C1=CC=CC=C1 N,N-diphenylethylaniline